(6-methoxy-3-pyridyl)methanone COC1=CC=C(C=N1)C=O